C(C=C)OC1=CC(=C(C=C1)C(C=CC1=CC(=CC=C1)C(=O)O)=O)OCCC(=O)O 1-[4-(Prop-2-enyloxy)-2-carboxyethoxyphenyl]-3-(3-carboxyphenyl)-prop-2-en-1-one